SCCC(=O)O.SCCC(=O)O.SCCC(=O)O.C(O)C(CC)(CO)CO trimethylolpropane tris(β-mercapto propionate)